BrCC(=O)C1=CC(=C(C=C1)F)OC(F)(F)F 2-Bromo-1-(4-fluoro-3-(trifluoromethoxy)phenyl)ethan-1-one